9,9-diphenyl-9H-fluorene-2,7-dicarboxaldehyde C1(=CC=CC=C1)C1(C2=CC(=CC=C2C=2C=CC(=CC12)C=O)C=O)C1=CC=CC=C1